(1-(4-((4-(3-((2-((1S)-1-((tetrahydro-2H-pyran-2-yl)oxy)ethyl)-1H-imidazole-1-yl)methyl)isoxazol-5-yl)phenyl)ethynyl)benzyl)piperidin-4-yl)methanol O1C(CCCC1)O[C@@H](C)C=1N(C=CN1)CC1=NOC(=C1)C1=CC=C(C=C1)C#CC1=CC=C(CN2CCC(CC2)CO)C=C1